N1N=CC(=C1)C1=CC=C(C=C1)NC1=NC(=NC=C1)C=1C=C2CNCC2=CC1 N-(4-(1H-pyrazol-4-yl)phenyl)-2-(isoindolin-5-yl)pyrimidin-4-amine